1-((1s,4s)-4-isopropylcyclohexyl)-3-oxo-2-(2-(sulfamoylamino)ethyl)-2,3-dihydro-1H-spiro[isoquinoline-4,4-piperidin]-7-yl sulfamate S(N)(OC1=CC=C2C(=C1)C(N(C(C21CCNCC1)=O)CCNS(N)(=O)=O)C1CCC(CC1)C(C)C)(=O)=O